2-((3-(2-cyano-4-(pyridin-2-yloxy)phenyl)-1,2,4-oxadiazol-5-yl)methyl)acrylic acid C(#N)C1=C(C=CC(=C1)OC1=NC=CC=C1)C1=NOC(=N1)CC(C(=O)O)=C